The molecule is a lignan that is 2,3-dimethylbutyl acetate substituted by a 4-hydroxy-3-methoxyphenyl group at position 4 and a 4-hydroxy-3,5-dimethoxyphenyl group at position 1. It has been isolated from the bark of Machilus robusta. It has a role as a plant metabolite. It is a lignan, a member of phenols, a dimethoxybenzene and an acetate ester. C[C@@H](CC1=CC(=C(C=C1)O)OC)[C@@H](CC2=CC(=C(C(=C2)OC)O)OC)COC(=O)C